3-((3-chloro-5-(trifluoromethyl)pyridin-2-yl)oxy)propan-1-ol ClC=1C(=NC=C(C1)C(F)(F)F)OCCCO